4-(2-trifluoromethylphenyl)-1H-pyrrole-2-carboxylic acid ethyl ester C(C)OC(=O)C=1NC=C(C1)C1=C(C=CC=C1)C(F)(F)F